fluorosulfonyl-tetrafluoroethyl-(trichloro monofluoroethyl) ether FS(=O)(=O)C(C(F)(F)F)(F)C(C(F)(Cl)Cl)(Cl)OC(C(Cl)(Cl)F)(C(C(F)(F)F)(S(=O)(=O)F)F)Cl